C(C)(C)(C)OC(=O)N1C=CC2=CC=C(C=C12)C1CC1 6-cyclopropylindole-1-carboxylic acid tert-butyl ester